2-{[(1S)-1-{4-[(2S)-2-(4-acryloylpiperazin-1-yl)-1-(morpholin-4-yl)propan-2-yl]phenyl}ethyl]amino}-8-(propan-2-yl)pyrido[2,3-d]pyrimidin-7(8H)-one C(C=C)(=O)N1CCN(CC1)[C@@](CN1CCOCC1)(C)C1=CC=C(C=C1)[C@H](C)NC=1N=CC2=C(N1)N(C(C=C2)=O)C(C)C